FC(C1=NC(=NC(=C1)C=1N(C(=NC1)C)C(C)C)N)F 4-(difluoromethyl)-6-(3-isopropyl-2-methyl-imidazol-4-yl)pyrimidin-2-amine